6-Chloro-3-[(1R)-1-[2-(1-cyclopropylpyrazol-4-yl)-3,6-dimethyl-4-oxo-chromen-8-yl]ethoxy]pyridine-2-sulfonamide ClC1=CC=C(C(=N1)S(=O)(=O)N)O[C@H](C)C=1C=C(C=C2C(C(=C(OC12)C=1C=NN(C1)C1CC1)C)=O)C